2-(4-fluoro-2-isopropoxy-5-(trifluoromethyl)phenyl)-3-methylisoquinolin-1(2H)-one FC1=CC(=C(C=C1C(F)(F)F)N1C(C2=CC=CC=C2C=C1C)=O)OC(C)C